FC1=C(NC(C=2N1N=C(C2)C(=O)O)=O)C2=C(C1=C(OCCO1)C=C2)F 7-fluoro-6-(5-fluoro-2,3-dihydro-1,4-benzodioxin-6-yl)-4-oxo-4,5-dihydropyrazolo-[1,5-a]pyrazine-2-carboxylic acid